C(C)(=O)NC1=C(C(=O)NC=2SC(=C(N2)C)[N+](=O)[O-])C=CC(=C1)NCCCCCCCCCCNC(C[C@H]1C=2N(C3=C(C(=N1)C1=CC=C(C=C1)Cl)C(=C(S3)C)C)C(=NN2)C)=O (S)-2-acetamido-4-((10-(2-(4-(4-chlorophenyl)-2,3,9-trimethyl-6H-thieno[3,2-f][1,2,4]triazolo[4,3-a][1,4]diazepin-6-yl)acetamido)decyl)amino)-N-(4-methyl-5-nitrothiazol-2-yl)benzamide